1,2-ethylene glycol monoethyl ether C(C)OCCO